N-[4-(6-Chloro-1,3-benzoxazol-2-yl)phenyl]tetrahydrofuran-3-carboxamid ClC1=CC2=C(N=C(O2)C2=CC=C(C=C2)NC(=O)C2COCC2)C=C1